N1(CCNCC1)C1=C(C=C(C#N)C=C1)NCC=1C=C2N=CC=NC2=CC1 4-(Piperazin-1-yl)-3-((quinoxalin-6-ylmethyl)amino)benzonitrile